BrC=1C=C2[C@]3(CN(C(C2=CC1)=O)CC(=O)[O-])[C@H]([C@H]3C)F 2-((1r,2s,3s)-6'-bromo-2-fluoro-3-methyl-1'-oxo-1'H-spiro[cyclopropane-1,4'-isoquinolin]-2'(3'H)-yl)acetate